2-(2,4,5-trifluorophenyl)acetamide FC1=C(C=C(C(=C1)F)F)CC(=O)N